NC=1CC(=CC2=C(N1)C=C(C=C2)C=2C=NC=NC2)C(=O)N(OCCCC(NCCOCCOCCOCCOCCOCCOCCOCCOCCOCCOCCNC(OC(C)(C)C)=O)=O)CCC tert-butyl (39-(2-amino-8-(pyrimidin-5-yl)-3H-benzo[b]azepine-4-carbonyl)-34-oxo-3,6,9,12,15,18,21,24,27,30,38-undecaoxa-33,39-diazadotetracontyl)carbamate